C12(CC(C1)C2)C(=O)C2=C(C(=C(C(=C2C)C)C)C)C Bicyclo[1.1.1]pentan-1-yl(2,3,4,5,6-pentamethylphenyl)methanone